3-[3-[[2-cyclopropylethyl(methyl)sulfamoyl]amino]-2,6-difluoro-benzoyl]-5-(2-isopropylpyrimidin-5-yl)-1H-pyrrolo[2,3-b]pyridine C1(CC1)CCN(S(=O)(=O)NC=1C(=C(C(=O)C2=CNC3=NC=C(C=C32)C=3C=NC(=NC3)C(C)C)C(=CC1)F)F)C